N-((1R,2S)-2-fluorocyclopropyl)-8-((4-methoxybenzyl)(methyl)amino)-6-((1-((1r,4r)-4-methoxycyclohexyl)-2-oxo-1,2-dihydropyridin-3-yl)amino)imidazo[1,2-b]pyridazine-3-carboxamide F[C@@H]1[C@@H](C1)NC(=O)C1=CN=C2N1N=C(C=C2N(C)CC2=CC=C(C=C2)OC)NC=2C(N(C=CC2)C2CCC(CC2)OC)=O